2-(diethylamino)ethylchloroethylamylethylaminoethyl-(dimethylamino)ethylaminochloride C(C)N(CCC(CN(CCNCCCCCCCCCCl)Cl)N(C)C)CC